BrC1=C(C=C2C(=NC(=NC2=C1F)OCC12COC(C1)(C2)C)N2CC1CCC(C2)N1C(=O)OC(C)(C)C)CC tert-butyl 3-(7-bromo-6-ethyl-8-fluoro-2-((1-methyl-2-oxabicyclo[2.1.1]hexan-4-yl) methoxy) quinazolin-4-yl)-3,8-diazabicyclo[3.2.1]octane-8-carboxylate